ClC1=C(C(=C(C=C1OC)OC)Cl)C=1C=C2C=NC(=NC2=CC1)N[C@H]1[C@H](COC1)NC(C=C)=O N-[(3R,4S)-4-{[6-(2,6-dichloro-3,5-dimethoxyphenyl)quinazolin-2-yl]amino}oxolan-3-yl]prop-2-enamide